C1(=CC=CC=C1)NC1=NN=C2N1C=C(C=C2)C=2C=C1C=CN(C1=CC2)S(=O)(=O)C2=CC=CC=C2 N-phenyl-6-(1-(phenylsulfonyl)-1H-indol-5-yl)-[1,2,4]triazolo[4,3-a]pyridin-3-amine